[Ce].[Ti] titanium cerium